CC1=C(C=C(C(=O)O)C=C1)NS(=O)(=O)CC1=CC=CC=C1 4-methyl-3-((phenylmethyl)sulfonamido)benzoic acid